2-{1-[2-(1H-1,3-Benzodiazol-2-yl)ethyl]acridin-3-yl}-N-[(3-fluoropyridin-2-yl)methyl]-1,3-oxazole-4-carboxamide N1C(=NC2=C1C=CC=C2)CCC2=CC(=CC1=NC3=CC=CC=C3C=C21)C=2OC=C(N2)C(=O)NCC2=NC=CC=C2F